C(CCC)C1=C(C=CC=C1)N(C1=CC=CC=C1)C1=CC=CC=C1 butylphenyl(diphenylamine)